methyl 5-(4-methylpyrimidin-5-yl)-1H-pyrrole-2-carboxylate CC1=NC=NC=C1C1=CC=C(N1)C(=O)OC